(1r,2S,5S)-N-((S)-1-amino-1-oxo-3-((S)-2-oxopyrrolidin-3-yl)propan-2-yl)-3-((S)-2-cyclopropyl-2-(2,2-difluoroacetamido)acetyl)-6,6-dimethyl-3-azabicyclo[3.1.0]hexane-2-carboxamide NC([C@H](C[C@H]1C(NCC1)=O)NC(=O)[C@@H]1[C@H]2C([C@H]2CN1C([C@@H](NC(C(F)F)=O)C1CC1)=O)(C)C)=O